(5R,8R,9S,10S,13S,14S,17S)-17-acetyl-10,13-dimethyltetradecahydro-1H-cyclopenta[a]phenanthren-3(2H)-one C(C)(=O)[C@H]1CC[C@H]2[C@@H]3CC[C@@H]4CC(CC[C@@]4([C@H]3CC[C@]12C)C)=O